β-Carboxyethylacrylat C(=O)(O)CCOC(C=C)=O